magnesium-zinc-strontium-iron-calcium [Ca].[Fe].[Sr].[Zn].[Mg]